COC=1N=CC=C2CCN(CC12)C1=NC=C(C=C1)C=1N(C=C(N1)C(F)(F)F)C 8-methoxy-2-(5-(1-methyl-4-(trifluoromethyl)-1H-imidazol-2-yl)pyridin-2-yl)-1,2,3,4-tetrahydro-2,7-naphthyridine